diethyl 2-(4-nitropyrazol-1-yl)propanedioate [N+](=O)([O-])C=1C=NN(C1)C(C(=O)OCC)C(=O)OCC